diisopropylphosphate sodium [Na+].C(C)(C)OP(=O)(OC(C)C)[O-]